propyl arachidate C(CCCCCCCCCCCCCCCCCCC)(=O)OCCC